4-(5-methyl-1H-1,2,3-triazol-4-yl)aniline CC1=C(N=NN1)C1=CC=C(N)C=C1